(R)-N-(5-cyclopropyl-1H-pyrazol-3-yl)-2-(1-(6-methoxypyridin-2-yl)-1H-pyrazol-4-yl)propanamide C1(CC1)C1=CC(=NN1)NC([C@H](C)C=1C=NN(C1)C1=NC(=CC=C1)OC)=O